C1NCC2(C3=CC=CC=C13)CC2 2',3'-Dihydro-1'H-spiro[cyclopropane-1,4'-isoquinolin]